2''-bromo-5-methoxy-2-methyl-2,3-dihydrodispiro[cyclopenta[a]naphthalene-1,2'-thiirane-3',9''-thioxanthene] BrC1=CC=2C3(C4=CC=CC=C4SC2C=C1)C1(S3)C(CC=3C1=C1C=CC=CC1=C(C3)OC)C